N1N=CC(=C1)COC=1C=C2C=CN=C(C2=CC1)NC=1C=NC(=NC1)Cl 6-((1H-pyrazol-4-yl)methoxy)-N-(2-chloropyrimidin-5-yl)isoquinolin-1-amine